NC1=C(C=C(C=N1)C=1C=C2N(N1)CC[C@@]21CN(CC1)C(=O)N[C@@H](C)C1=CC=NC=C1)C(F)(F)F (3S)-2'-[6-amino-5-(trifluoromethyl)pyridin-3-yl]-N-[(1S)-1-(pyridin-4-yl)ethyl]-5',6'-dihydrospiro[pyrrolidine-3,4'-pyrrolo[1,2-b]pyrazole]-1-carboxamide